5-(4-((1-(2-(4-(4-chloro-1-(4-hydroxyphenyl)-2-phenylbut-1-en-1-yl)phenoxy)ethyl)piperidin-4-yl)methyl)piperazin-1-yl)-2-(2,6-dioxopiperidin-3-yl)-6-fluoroisoindoline ClCCC(=C(C1=CC=C(C=C1)O)C1=CC=C(OCCN2CCC(CC2)CN2CCN(CC2)C=2C=C3CN(CC3=CC2F)C2C(NC(CC2)=O)=O)C=C1)C1=CC=CC=C1